FC1=CC=C(C=C1)C1=NOC(=C1)NC1=NC(=NC=C1)N1CCOCC1 3-(4-fluorophenyl)-N-(2-morpholinopyrimidin-4-yl)isoxazol-5-amine